OC(=O)O HYDROXYCARBOXYLIC ACID